(S)-2-(1-(tert-butoxycarbonyl)piperidine-4-carboxamido)-9-(5,6,7,8-tetrahydro-1,8-naphthyridin-2-yl)nonanoic acid C(C)(C)(C)OC(=O)N1CCC(CC1)C(=O)N[C@H](C(=O)O)CCCCCCCC1=NC=2NCCCC2C=C1